2-(4-((3-(4-fluorophenyl)-2-oxoimidazolin-1-yl)methyl)-2,6-dimethylphenoxy)-2-methylpropionic acid ethyl ester C(C)OC(C(C)(C)OC1=C(C=C(C=C1C)CN1C(N(CC1)C1=CC=C(C=C1)F)=O)C)=O